C(CCC)OC(=O)N1CC(C1)(F)C(=O)Cl.O=C1NC(CCC1N1C(C2=CC=CC(=C2C1)N(C1CCC(CC1)NC(C)=O)CCCCC)=O)=O N-((1r,4r)-4-((2-(2,6-dioxopiperidin-3-yl)-1-oxoisoindolin-4-yl)(pentyl)amino)cyclohexyl)acetamide butyl-3-(chlorocarbonyl)-3-fluoroazetidine-1-carboxylate